BrC=1C2=CC=CC=C2C(=C2C=CC=CC12)Br 9,10-dibromo-anthracene